[14CH2](CCC)C1OC(=O)C2=CC=CC=C12 [14C]butylphthalide